BrC=1C=C2C(=CNC2=CC1)C(CC#N)=O 3-(5-bromo-1H-indol-3-yl)-3-oxopropanenitrile